S(SCC/C=C/CS(=O)[O-])CC/C=C/CS(=O)[O-].[Na+].[Na+] sodium (2E,2'E)-5,5'-disulfanediyldipent-2-ene-1-sulfinate